1-[(2R,4R,5R)-5-{[(tert-butyldimethylsilyl)oxy]methyl}-4-[(4-methoxyphenyl)diphenylmethoxy]oxolan-2-yl]-5-methyl-3H-pyrimidine [Si](C)(C)(C(C)(C)C)OC[C@@H]1[C@@H](C[C@@H](O1)N1CNCC(=C1)C)OC(C1=CC=CC=C1)(C1=CC=CC=C1)C1=CC=C(C=C1)OC